4-(3-chloropropoxy)benzoyl chloride ClCCCOC1=CC=C(C(=O)Cl)C=C1